ClC1=C(C=C(OCC(=O)NC23[C@H](CC(CC2)(CC3)N3N=CC=C3C3=CC(=C(C=C3)Cl)F)O)C=C1)F 2-(4-chloro-3-fluorophenoxy)-N-{(2S)-4-[5-(4-chloro-3-fluorophenyl)-1H-pyrazol-1-yl]-2-hydroxybicyclo[2.2.2]oct-1-yl}acetamide